ClC1=CC(=C(C=C1F)[C@H](NC([C@@H]1N(CCC1)C(=O)C1=NC=CC(=C1)S(=O)(=O)C)=O)C1CC1)F N-((R)-(4-chloro-2,5-difluorophenyl)(cyclopropyl)methyl)-1-((4-(methylsulfonyl)-2-pyridinyl)carbonyl)-D-prolinamide